C(C)(C)C1=CC(N=CN1)=O 6-isopropylpyrimidin-4(1H)-one